[Cl-].[Cl-].[Ti+2].CC1=C(OC2=C(C(=C(C2)C)C)C)C(=CC=C1)C 2,6-dimethylphenoxy(2,3,4-trimethylcyclopentadiene) titanium dichloride